N1=C(C=CC=C1)C=1N=NC(=C(N1)C1=CC=CC=C1)C1=CC=CC=C1 3-(2-pyridyl)-5,6-diphenyl-1,2,4-triazine